6-bromo-4-methyl-1,4-dihydro-2H-pyrrolo[4,3,2-cd]indol-2-one BrC=1C=C2C=3C(C(NC3C1)=O)=CN2C